isopropanol ethyl-acetate C(C)CC(=O)OC(C)C